C(=O)C=1C=CC=2C3=C(N=CC2C1)NC(=C3C3CCN(CC3)C(=O)OC(C)(C)C)C(F)(F)F tert-butyl 4-(7-formyl-2-(trifluoromethyl)-3H-pyrrolo[2,3-c]isoquinolin-1-yl)piperidine-1-carboxylate